3-(3-methyl-2-oxo-1H-benzimidazol-4-yl)cyclobutanecarboxylic acid CN1C(NC2=C1C(=CC=C2)C2CC(C2)C(=O)O)=O